methyl 3-((7S,8S)-18-ethyl-3-((2-(2-(2-methoxyethoxy)ethoxy)ethyl)(methyl)carbamoyl)-2,5,8,12,17-pentamethyl-13-vinyl-7H,8H-porphyrin-7-yl)propanoate C(C)C1=C(C=2C=C3C(=C(C(=CC=4[C@H]([C@@H](C(=C(C5=C(C(=C(N5)C=C1N2)C)C(N(C)CCOCCOCCOC)=O)C)N4)CCC(=O)OC)C)N3)C)C=C)C